C(C)(C)(C)OC(=O)N[C@@H]1C[C@H](CC1)C(=O)O (3S,1S)-3-[(tert-butoxy)carbonylamino]cyclopentanecarboxylic acid